O=C1NC(CCC1C1=NN(C2=CC(=CC=C12)C1CCN(CC1)CC(=O)O)C)=O [4-[3-(2,6-dioxo-3-piperidyl)-1-methyl-indazol-6-yl]-1-piperidyl]acetic acid